N-(3-Chloro-4-fluorophenyl)-4-(5-hydroxy-5-((1-methyl-3-(trifluoromethyl)-1H-pyrazol-5-yl)methyl)octahydropentalen-2-yl)-1-methyl-1H-imidazole-5-carboxamide ClC=1C=C(C=CC1F)NC(=O)C1=C(N=CN1C)C1CC2CC(CC2C1)(CC1=CC(=NN1C)C(F)(F)F)O